Cl.FC(N1N=CC(=C1)C=1C=CC2=C(C1)CO[C@@H]1[C@H]2NCCC1)F |r| rac-(4aS,10bS)-8-(1-(difluoromethyl)-1H-pyrazol-4-yl)-2,3,4,4a,6,10b-hexahydro-1H-isochromeno[4,3-b]pyridine hydrochloride